(1R,3R)-3-(5-methyl-2,4-dioxo-1,2-dihydrothieno[2,3-d]pyrimidin-3(4H)-yl)cyclobutane-1-carboxylic acid tert-butyl ester C(C)(C)(C)OC(=O)C1CC(C1)N1C(NC2=C(C1=O)C(=CS2)C)=O